O[C@H](C(=O)O)CC1=CC2=CC=CC=C2C=C1 (S)-2-hydroxy-3-(naphthalen-2-yl)propanoic acid